4-hydroxy-6-methoxy-8-methyl-1-phenyl-3-(2,2,2-trifluoroethan-1-on-1-yl)quinolin OC1=C(CN(C2=C(C=C(C=C12)OC)C)C1=CC=CC=C1)C(C(F)(F)F)=O